tert-butyl 4-[4-(2-tert-butoxy-2-oxo-ethoxy)phenyl]piperazine-1-carboxylate C(C)(C)(C)OC(COC1=CC=C(C=C1)N1CCN(CC1)C(=O)OC(C)(C)C)=O